FC1=C(C=CC(=C1)F)CN(C(=O)NCC=1C=C2C=NNC2=CC1)C1CCN(CC1)C 1-[(2,4-difluorophenyl)methyl]-3-[(1H-indazol-5-yl)methyl]-1-(1-methylpiperidin-4-yl)urea